2-acetamido-3,4,6-tri-O-acetyl-2-deoxy-D-glucopyranose C(C)(=O)N[C@H]1C(O)O[C@@H]([C@H]([C@@H]1OC(C)=O)OC(C)=O)COC(C)=O